BrC1=CC=C(C=C1)C(C(=O)OCC)(COS(=O)(=O)C(F)(F)F)COS(=O)(=O)C(F)(F)F ethyl 2-(4-bromophenyl)-3-(trifluoromethylsulfonyloxy)-2-(trifluoromethylsulfonyloxymethyl)propanoate